1-(4-(4-amino-1-cyclopropyl-1H-pyrazolo[4,3-c]pyridin-3-yl)-2-fluorophenyl)-3-(3-methyl-4-morpholinophenyl)urea NC1=NC=CC2=C1C(=NN2C2CC2)C2=CC(=C(C=C2)NC(=O)NC2=CC(=C(C=C2)N2CCOCC2)C)F